4-(5-((4-(Methylsulfonyl)phenoxy)methyl)-2-(trifluoromethyl)oxazolidin-3-yl)-2-(trifluoromethyl)benzonitril CS(=O)(=O)C1=CC=C(OCC2CN(C(O2)C(F)(F)F)C2=CC(=C(C#N)C=C2)C(F)(F)F)C=C1